CNC=1SC(=C(N1)C1=CC=CC=C1)OC1=CC(=NC=C1)NC1=CC(=NC=C1)C(C)(C)O 2-(4-((4-((2-(Methylamino)-4-phenylthiazol-5-yl)oxy)pyridin-2-yl)amino)pyridin-2-yl)propan-2-ol